O(C1=CC=CC=C1)P(=O)(OC1=CC=CC=C1)OC1=CC(CCN1C(=O)O)C.NC1=CC(=C(C=C1)C1=C(C=C(C=C1)N)C(F)(F)F)C(F)(F)F 4,4'-diamino-2,2'-bis(trifluoromethyl)biphenyl 6-diphenoxyphosphoryloxy-4-methyl-3,4-dihydro-2H-pyridine-1-carboxylate